[N+](=O)([O-])C=1C=C(C(=O)C2=NC3=CC=C(C=C3C(N2)=O)NS(=O)(=O)C2=CC=C(C)C=C2)C=CC1 2-(3-nitrobenzoyl)-6-p-toluenesulfonylamino-4(3H)-quinazolinone